4-{4-[7-(4-cyano-3-trifluoromethylphenyl)-8-oxo-6-thioxo-5,7-diazaspiro[3.4]oct-5-yl]-phenyl}-butyric acid methyl ester COC(CCCC1=CC=C(C=C1)N1C2(CCC2)C(N(C1=S)C1=CC(=C(C=C1)C#N)C(F)(F)F)=O)=O